C[N-]C(C)C methylisopropyl-amide